C1(CC1)C=1C=CC=2N(C1)C=C(N2)CN2N=NC(=C2)C2C(C2)(C(=O)N)C 1-((6-cyclopropylimidazo[1,2-a]pyridin-2-yl)methyl)-1H-1,2,3-triazol-4-yl-methylcyclopropane-1-carboxamide